ClC1=CC=C2C(=CNC2=C1)S(=O)(=O)NC1=NC(=CC=C1)Cl 6-chloro-N-(6-chloropyridin-2-yl)-1H-indole-3-sulfonamide